6-(4-ethylbenzyl)-3-(3-chlorobenzyl)-2,3,4,6-tetrahydropyrido[3,4-c][1,8]naphthyridine-5(1H)-one C(C)C1=CC=C(CN2C(C3=C(C=4C=CC=NC24)CCN(C3)CC3=CC(=CC=C3)Cl)=O)C=C1